O[C@H]1[C@@H]([C@H]([C@H](C1)O)C\C=C/CCCC(=O)OC=1C(=NC=C(C1COC(=O)OCCCCC#C)COC(=O)OCCCCC#C)C)CC[C@H](CCC1=CC=CC=C1)O 4,5-bis((((hex-5-yn-1-yloxy)carbonyl)oxy)methyl)-2-methylpyridin-3-yl (Z)-7-((1R,2R,3R,5S)-3,5-dihydroxy-2-((R)-3-hydroxy-5-phenylpentyl)cyclopentyl)hept-5-enoate